4-((3-(1-((5S,6S)-1-oxaspiro[4.4]nonan-6-yl)-1H-pyrazol-4-yl)-2-methoxyphenyl)amino)-6-(cyclopropanecarboxamido)pyridazine-3-carboxamide O1CCC[C@@]12[C@H](CCC2)N2N=CC(=C2)C=2C(=C(C=CC2)NC2=C(N=NC(=C2)NC(=O)C2CC2)C(=O)N)OC